C(C1=CC=CC=C1)SC(=O)NC1=C(C(=O)O)C=CC(=C1)C(F)(F)F ((((benzyl)thio)carbonyl)amino)-4-(trifluoromethyl)benzoic acid